COC1=CC=C(C=C1)C1=NC(=NO1)C1=CC=C(C=C1)C(C(F)(F)F)=O 5-(4-Methoxyphenyl)-3-(4-(2,2,2-trifluoroacetyl)phenyl)-1,2,4-oxadiazole